[N+](=O)([O-])C=1C=C(C=C(C1)O)O 5-nitro-1,3-benzenediol